(1r,4r)-methyl 4-((6-chloro-5-(4'-((2-(2-hydroxyethoxy)ethoxy)methyl)-[1,1'-biphenyl]-4-yl)-1H-imidazo[4,5-b]pyridin-2-yl)oxy)cyclohexanecarboxylate ClC=1C=C2C(=NC1C1=CC=C(C=C1)C1=CC=C(C=C1)COCCOCCO)N=C(N2)OC2CCC(CC2)C(=O)OC